C(C1=CC=CC=C1)N1C[C@H]([C@@H](CC1)N)C (3R,4R)-1-benzyl-3-methylpiperidin-4-amine